10-((2-((tert-Butyldiphenylsilyl)oxy)ethyl)((9Z,12Z)-octadeca-9,12-dien-1-yl)amino)decanoic acid [Si](C1=CC=CC=C1)(C1=CC=CC=C1)(C(C)(C)C)OCCN(CCCCCCCCCC(=O)O)CCCCCCCC\C=C/C\C=C/CCCCC